CC1NC(NC(=C1C(=O)OCC)C)=O ethyl 4,6-dimethyl-2-oxo-1,2,3,4-tetrahydropyrimidine-5-carboxylate